C1(CC1)S(=O)(=O)N1N=CC(=C1)C1=NC=CC(=N1)NC1=NC=C(C(=C1)NC1CCC(CC1)CO)C#CC1C(OCC1)C ((1s,4s)-4-((2-((2-(1-(Cyclopropylsulfonyl)-1H-pyrazol-4-yl)pyrimidin-4-yl)amino)-5-((2-methyltetrahydrofuran-3-yl)ethynyl)pyridin-4-yl)amino)cyclohexyl)methanol